5-(2-aminothiazol-5-yl)sulfanyl-2-methoxy-4-methyl-benzoic acid NC=1SC(=CN1)SC=1C(=CC(=C(C(=O)O)C1)OC)C